7-chloro-2-((3-hydroxypyrrolidin-1-yl)methyl)-1-methyl-5-phenyl-1,5-dihydro-4H-imidazo[4,5-c]quinolin-4-one ClC=1C=CC=2C3=C(C(N(C2C1)C1=CC=CC=C1)=O)N=C(N3C)CN3CC(CC3)O